propylbis(trimethyl-siloxy)butylsilane C(CC)[SiH2]CCCC(O[Si](C)(C)C)O[Si](C)(C)C